CCCCCCCCCCCCCC=CCCCCC 14-eicosene